Methyl 2-((4-(6-((4-cyano-2-fluorobenzyl)oxy)pyridin-2-yl)cyclohexyl)methyl)-1-(2-methoxyethyl)-4-(1-methyl-1H-pyrazol-3-yl)-1H-benzo[d]imidazole-6-carboxylate C(#N)C1=CC(=C(COC2=CC=CC(=N2)C2CCC(CC2)CC2=NC3=C(N2CCOC)C=C(C=C3C3=NN(C=C3)C)C(=O)OC)C=C1)F